(hydroxymethyl)-4-methoxy-benzoic acid methyl ester COC(C1=C(C=C(C=C1)OC)CO)=O